N-(fluorosulfonyl)-N-(trifluoromethylsulfonyl)amide lithium salt [Li+].FS(=O)(=O)[N-]S(=O)(=O)C(F)(F)F